Cl.OC=1C=C(C=CC1OCC(C)(C)O)C=1C=NC=C(C#N)C1 5-(3-hydroxy-4-(2-hydroxy-2-methyl-propoxy)phenyl)nicotinonitrile hydrochloride